N[C@H](C(=O)O)CCS(=O)(=N)CCC(C(F)(F)F)C1=CC=C(C=C1)C=1C=NC=CC1 (2s)-2-amino-4-(4,4,4-trifluoro-3-(4-(pyridin-3-yl)phenyl)butylsulfonimidoyl)butanoic acid